(S)-8-(difluoromethyl)-4,6-dimethyl-N-((1-((6-(trifluoromethyl)pyridin-3-yl)methyl)-1H-pyrazol-4-yl)methyl)-5,6-dihydro-4H-pyrrolo[3,2,1-de]pteridin-2-amine FC(C1=CC=2N=C(N=C3N(C[C@@H](N1C23)C)C)NCC=2C=NN(C2)CC=2C=NC(=CC2)C(F)(F)F)F